CN(CCCNS(=O)(=O)C1=CC=C(C=C1)OC)C N-(3-(dimethylamino)propyl)-4-methoxybenzenesulfonamide